methyl 4-(2-(3-((5-(3-fluorophenyl)pyrimidin-2-yl)amino)benzamido)ethyl)benzoate FC=1C=C(C=CC1)C=1C=NC(=NC1)NC=1C=C(C(=O)NCCC2=CC=C(C(=O)OC)C=C2)C=CC1